FC1=C(C=CC(=C1)F)C(C(=O)N[C@@H](C)C1=CC(=CC=C1)C=1C=NC=CC1)=C (S)-(2,4-Difluoro-phenyl)-N-[1-(3-pyridin-3-yl-phenyl)-ethyl]-acrylamide